CC(C([2H])([2H])C1=CC(=NC=C1)C1=CC=CC=2C3=C(OC21)C=C2C1=CC=CC=C1C=CC2=C3)(C)C 4-(2,2-Dimethylpropyl-1,1-d2)-2-(phenanthro[3,2-b]benzofuran-11-yl)pyridine